BrC1=C(C=CC=2C(COC21)(C)C)OC 7-bromo-6-methoxy-3,3-dimethyl-2H-benzofuran